CC(C)C(=O)N(C)C N,N-dimethylisobutylamide